C(C)(=O)O[C@H]1[C@H](O[C@@H]([C@@H]([C@H]1N=[N+]=[N-])OC(C)=O)CC#C)COC(C)=O (2R,3R,4R,5R,6R)-2-(acetoxymethyl)-4-azido-6-(prop-2-yn-1-yl)tetrahydro-2H-pyran-3,5-diyl diacetate